2-(3-hydroxycyclopent-1-en-1-yl)-7-methyl-7H-pyrrolo[2,3-d]pyrimidin-4-ol OC1C=C(CC1)C=1N=C(C2=C(N1)N(C=C2)C)O